FC(OC1=CC=C(C=C1)C1=C(N=NC(=C1)N)NC1=NC(=NC=C1F)N1C[C@H](O[C@H](C1)C)C)F (4-(difluoromethoxy)phenyl)-N3-(2-((2r,6s)-2,6-dimethylmorpholinyl)-5-fluoropyrimidin-4-yl)pyridazin-3,6-diamine